NC=1C2=C(N=CN1)N(C=C2)[C@H]2[C@@H]([C@@H]([C@H](C2)CCC2=CC=C1C=C3C(=NC1=C2)N[C@@H](C3)C3CC3)O)O (1R,2S,3R,5S)-3-(4-amino-7H-pyrrolo[2,3-d]pyrimidin-7-yl)-5-(2-((S)-2-cyclopropyl-2,3-dihydro-1H-pyrrolo[2,3-b]quinolin-7-yl)ethyl)cyclopentane-1,2-diol